D-malic acid dimethyl ester COC([C@H](O)CC(=O)OC)=O